(3S)-4-[2-(4-fluoro-4-piperidinyl) ethyl]-benzyl 3-methyl-piperazine-1-carboxylate C[C@H]1CN(CCN1)C(=O)OCC1=CC=C(C=C1)CCC1(CCNCC1)F